Ethyl (Z)-2-fluoro-3-((2-methyl-7-(methylthio)-1,1-dioxido-5-phenyl-4,5-dihydro-2H-spiro[benzo[f][1,2,5]thiadiazepine-3,2'-bicyclo[2.2.1]heptan]-8-yl)oxy)acrylate F\C(\C(=O)OCC)=C/OC1=CC2=C(N(CC3(C4CCC(C3)C4)N(S2(=O)=O)C)C2=CC=CC=C2)C=C1SC